5-tert-butyl 2-methyl 3-(hydroxymethyl)-7,8-dihydro-4H-pyrazolo[1,5-a][1,4]diazepine-2,5(6H)-dicarboxylate OCC=1C(=NN2C1CN(CCC2)C(=O)OC(C)(C)C)C(=O)OC